2-((2s,4s)-5-chloro-6-fluoro-2-(((trans-3-fluorocyclobutyl)amino)methyl)-2-phenyl-2,3-dihydrobenzofuran-4-yl)-4-(difluoromethoxy)-3-fluorobenzamide ClC=1C(=CC2=C(C[C@](O2)(C2=CC=CC=C2)CN[C@@H]2C[C@H](C2)F)C1C1=C(C(=O)N)C=CC(=C1F)OC(F)F)F